N-benzyl-N-(1-butylpiperidin-4-yl)-5-phenylisoxazole-3-carboxamide C(C1=CC=CC=C1)N(C(=O)C1=NOC(=C1)C1=CC=CC=C1)C1CCN(CC1)CCCC